6-((6-chloro-4-(dimethylamino)pyridin-3-yl)(methyl)amino)-1,3-dimethyl-4-(tetrahydro-2H-pyran-4-yl)-1,3-dihydro-2H-benzo[d]imidazol-2-one ClC1=CC(=C(C=N1)N(C=1C=C(C2=C(N(C(N2C)=O)C)C1)C1CCOCC1)C)N(C)C